CN1CCC(CC1)N(C(C=C)=O)C1=CC=C2CCN(CC2=C1)C(=O)OC(C)(C)C tert-butyl 7-(N-(1-methylpiperidin-4-yl)acrylamido)-3,4-dihydroisoquinoline-2(1H)-carboxylate